CN1N=CC(=C1C)C1=CN2C(S1)=C(C=N2)C(=O)NC=2C(=NC=C(C2)C(NCCN2C(CCC2)(C)C)=O)C 2-(1,5-dimethyl-1H-pyrazol-4-yl)-N-(5-((2-(2,2-dimethylpyrrolidin-1-yl)ethyl)carbamoyl)-2-methylpyridin-3-yl)pyrazolo[5,1-b]thiazole-7-carboxamide